propyl isobutyrate (propyl isobutyrate) C(CC)C(C(=O)O)(C)C.C(C(C)C)(=O)OCCC